C(C)(C)(C)[C@@H]1C(N(C(C1)[C@H](O)C1=C(C(=CC=C1)\N=N\N1CCCC1)F)C(=O)O[C@@H]1CNCC[C@H]1N1CC2=CC=CC=C2CC1)(C)C trans-4-(3,4-Dihydroisoquinolin-2(1H)-yl)piperidin-3-ol tert-Butyl-(R)-5-((R)-(2-fluoro-3-((E)-pyrrolidin-1-yldiazenyl)phenyl)(hydroxy)-methyl)-2,2-dimethylpyrrolidine-1-carboxylate